FC=1C=C(C=CC1)\C=C\C1=CC=CC=C1 (E)-3-Fluorostilbene